CN1C2=NC(=NC(=C2N=C1)C1=C2C=NNC2=CC=C1C)N1CC2(CN(C2)C(C=C)=O)CC1 1-(6-(9-methyl-6-(5-methyl-1H-indazol-4-yl)-9H-purin-2-yl)-2,6-diazaspiro[3.4]octan-2-yl)-2-propen-1-one